C(C1=CC=CC=C1)OC=1C(=C(C(=C(C1)[C@H]1[C@@H](O[C@]([C@H]1C)(C(F)(F)F)C)C(=O)NC1=CC(=NC=C1)C(=O)N)OC)F)F 4-((2R,3S,4S,5R)-3-(5-(benzyloxy)-3,4-difluoro-2-methoxyphenyl)-4,5-dimethyl-5-(trifluoromethyl)tetrahydrofuran-2-carboxamido)picolinamide